N-(2-amino-4-((pyridin-4-ylmethyl)amino)phenyl)octanamide NC1=C(C=CC(=C1)NCC1=CC=NC=C1)NC(CCCCCCC)=O